α-cholestane C[C@H](CCCC(C)C)[C@H]1CC[C@@H]2[C@@]1(CC[C@H]3[C@H]2CC[C@@H]4[C@@]3(CCCC4)C)C